7-(5-fluoro-2-(((3S,4R)-3-hydroxytetrahydro-2H-pyran-4-yl)amino)pyrimidin-4-yl)-2-((((1r,3R)-3-fluorocyclobutyl)amino)methyl)-1-isopropyl-3-methylquinolin-4(1H)-one FC=1C(=NC(=NC1)N[C@H]1[C@@H](COCC1)O)C1=CC=C2C(C(=C(N(C2=C1)C(C)C)CNC1CC(C1)F)C)=O